Henicosaene C=CCCCCCCCCCCCCCCCCCCC